diisobutyl(dodec-10-en-1-yl)aluminum C(C(C)C)[Al](CCCCCCCCCC=CC)CC(C)C